ON\C(=N/[H])\C1(CC1)C1=C(C=CC=C1)C Z-N-hydroxy-1-(o-tolyl)cyclopropane-1-carboximidamide